Methyl 6-chloro-3-[1-[6-methyl-2-(2-methylimidazo[1,2-a]pyridin-6-yl)-4-oxo-chromen-8-yl]ethylamino]pyridine-2-carboxylate ClC1=CC=C(C(=N1)C(=O)OC)NC(C)C=1C=C(C=C2C(C=C(OC12)C=1C=CC=2N(C1)C=C(N2)C)=O)C